1-(2-(piperidin-4-yl)acetyl)piperidin N1CCC(CC1)CC(=O)N1CCCCC1